(S)-4-((R)-7-(8-ethyl-7-fluoro-3-hydroxynaphthalen-1-yl)-6,8-difluoro-2-(((2R,7aS)-2-fluorohexahydro-1H-pyrrolizin-7a-yl)methoxy)quinazolin-4-yl)-6-methyl-1,4-oxazepan-6-ol C(C)C=1C(=CC=C2C=C(C=C(C12)C1=C(C=C2C(=NC(=NC2=C1F)OC[C@]12CCCN2C[C@@H](C1)F)N1CCOC[C@](C1)(O)C)F)O)F